C1(=C2N(C=N1)CCC2)C(C(=O)NC=2SC=CN2)N2C=NC1=CC=C(C(=C1C2=O)F)C2=CC=C(C=C2)C2CCN(CC2)C 2-(6,7-Dihydro-5H-pyrrolo[1,2-c]imidazol-1-yl)-2-(5-fluoro-6-(4-(1-methylpiperidin-4-yl)phenyl)-4-oxoquinazolin-3(4H)-yl)-N-(thiazol-2-yl)acetamide